2-(4-bromophenyl)-1,4-dioxan-2-ol BrC1=CC=C(C=C1)C1(OCCOC1)O